S(=O)(=O)([O-])[O-].[NH4+].[Fe+3].S(=O)(=O)([O-])[O-] iron(III) ammonium sulfate